NC1=C(C(N(C2=CC(=CC=C12)OC(F)(F)F)C1=CC=C(C=C1)[C@@H](C)O)=O)C(=O)OC([2H])([2H])[2H] methyl-d3 4-amino-1-(4-((1R)-1-hydroxyethyl)phenyl)-2-oxo-7-(trifluoromethoxy)-1,2-dihydroquinoline-3-carboxylate